COC1CC(=CC(C(CCOC(C2CCCCN2C(C(C2C(CCC(CC(C(=CC=CC=CC(CC(C1=O)C)C)C)OC)O2)C)=O)=O)=O)=O)C)C 19,30-dimethoxy-15,17,21,23,29,35-hexa-methyl-11,36-dioxa-4-azatricyclo[30.3.1.04,9]hexatriaconta-16,24,26,28-tetraene-2,3,10,14,20-pentone